4',6'-bis(4-(9H-carbazol-9-yl)phenyl)-5'-(benzo[d]thiazol-2-yl)-4,4''-di(9H-carbazol-9-yl)-[1,1':2',1''-terphenyl]-3'-carbonitrile C1=CC=CC=2C3=CC=CC=C3N(C12)C1=CC=C(C=C1)C1=C(C(=C(C(=C1C=1SC2=C(N1)C=CC=C2)C2=CC=C(C=C2)N2C1=CC=CC=C1C=1C=CC=CC21)C2=CC=C(C=C2)N2C1=CC=CC=C1C=1C=CC=CC21)C2=CC=C(C=C2)N2C1=CC=CC=C1C=1C=CC=CC21)C#N